C1=CC=CC=2C3=CC=CC=C3C(C12)COC(=O)N([C@@H]([C@H](O)C)C(=O)O)C(C)(C)C N-(9-Fluorenylmethoxycarbonyl)-tert-butyl-L-threonine